5-(2-chlorophenoxy)-3-(cyclopropylamino)-4H-benzo[e][1,2,4]thiadiazine 1,1-dioxide ClC1=C(OC2=CC=CC3=C2NC(=NS3(=O)=O)NC3CC3)C=CC=C1